(S)-2-(2-chlorophenyl)-2-(methylamino)cyclohexanone ClC1=C(C=CC=C1)[C@@]1(C(CCCC1)=O)NC